O1C=CC2=C1C(=CC=C2)C2=CC=C(C=N2)C2(CCN(CC2)C2=C(C=C(C=C2)C(F)(F)F)C#N)C(=O)N[C@H]2CN(CC2)C 4-[6-(1-benzofuran-7-yl)pyridin-3-yl]-1-[2-cyano-4-(trifluoromethyl)phenyl]-N-[(3R)-1-methylpyrrolidin-3-yl]piperidine-4-carboxamide